(2S,4R)-1-[(2S)-3,3-dimethyl-2-[4-[(2-phenylindol-1-yl)methyl]triazol-1-yl]butanoyl]-4-hydroxy-N-methyl-pyrrolidine-2-carboxamide CC([C@@H](C(=O)N1[C@@H](C[C@H](C1)O)C(=O)NC)N1N=NC(=C1)CN1C(=CC2=CC=CC=C12)C1=CC=CC=C1)(C)C